[Si](OC(C)(C)C)([O-])([O-])[O-] T-Butyl silicate